(R)- or (S)-chroman-4-amine O1CC[C@H](C2=CC=CC=C12)N |o1:3|